(2,5-bis(3-aminoprop-1-yn-1-yl)furan-3-yl)methyl dihydrogen phosphate P(=O)(OCC1=C(OC(=C1)C#CCN)C#CCN)(O)O